FC=1C=C2C(=NNC2=CC1OCCOC)C1=NOC(=C1)C1=CC=C(C=C1)C(=O)N1CCOCC1 (4-{3-[5-Fluoro-6-(2-methoxyethoxy)-1H-indazol-3-yl]-isoxazol-5-yl}-phenyl)-morpholin-4-yl-methanon